N-acetyl-S-(dimethylarsino)-L-cysteine C(C)(=O)N[C@@H](CS[As](C)C)C(=O)O